9-((4-((1R,4R)-4-(4-(((R)-1-(3-amino-5-(trifluoromethyl)phenyl)ethyl)amino)-2-Methylpyrido[3,4-d]pyrimidin-6-yl)cyclohexane-1-carbonyl)piperazin-1-yl)methyl)-3-azaspiro[5.5]undecane NC=1C=C(C=C(C1)C(F)(F)F)[C@@H](C)NC=1C2=C(N=C(N1)C)C=NC(=C2)C2CCC(CC2)C(=O)N2CCN(CC2)CC2CCC1(CCNCC1)CC2